BrC=1C=2N(C=C(C1)C1CC1)C=C(N2)C(=O)Cl 8-bromo-6-cyclopropylimidazo[1,2-a]pyridine-2-carbonyl chloride